C(CCC)(=O)OC=1C(=NC=CC1OC)C(N[C@H](C(=O)NC(=C(C1=CC(=CC=C1)C1CC1)C1=CC(=CC=C1)C1CC1)C)C)=O (S)-2-((1-((1,1-bis(3-cyclopropylphenyl)prop-1-en-2-yl)amino)-1-oxopropan-2-yl)carbamoyl)-4-methoxypyridin-3-yl butyrate